[Cl-].C(C)N1CN(CC1)C 1-ethyl-3-methylimidazoline chloride salt